4,6-difluoro-N-[2-[(2S)-2-methyl-3-piperidinyl]-thieno[2,3-b]pyridin-4-yl]-1,3-benzothiazol-5-amine FC1=C(C(=CC2=C1N=CS2)F)NC2=C1C(=NC=C2)SC(=C1)C1[C@@H](NCCC1)C